(2-(4-(2-(3,4-Dimethoxyphenyl)-3-isopropyl-1H-indol-5-yl)piperidin-1-yl)ethyl)carbamic acid tert-butyl ester C(C)(C)(C)OC(NCCN1CCC(CC1)C=1C=C2C(=C(NC2=CC1)C1=CC(=C(C=C1)OC)OC)C(C)C)=O